5H-naphthalene C1=CC=CC=2CCC=CC12